C(C)(C)(C)OC(=O)N1[C@@H](CCC1)C=1SC=CC1C(C)C.BrC1=C(C=CC(=C1)Cl)C(OC)OC 2-bromo-4-chloro-1-(dimethoxymethyl)benzene tert-butyl-(S)-2-(3-isopropylthiophen-2-yl)pyrrolidine-1-carboxylate